4,4-difluoropyridine FC1(CC=NC=C1)F